C(C)(C)(C)OC(=O)N1CCC(CC1)(O)CC(=O)OCC.ClC=1C=C(C=CC1)NC(C1=CC(=CC=C1)C1CCNCC1)=O N-3-chlorophenyl-3-piperidin-4-yl-benzamide tert-butyl-4-(2-ethoxy-2-oxo-ethyl)-4-hydroxy-piperidine-1-carboxylate